ethyl 5-acetoxy-5-phenylpenta-2,3-dienoate C(C)(=O)OC(C=C=CC(=O)OCC)C1=CC=CC=C1